N-cyclopropyl-2-(difluoromethoxy)-6-methoxy-4-[7-[3-(1-piperidyl)propoxy]imidazo[1,2-a]pyridin-3-yl]benzamide C1(CC1)NC(C1=C(C=C(C=C1OC)C1=CN=C2N1C=CC(=C2)OCCCN2CCCCC2)OC(F)F)=O